FC1=CC=C(C=C1)N1CC=2C(=NC=CC2C1=O)C1=C(C=C(C=C1)F)OCC(F)(F)F 2-(4-fluorophenyl)-4-[4-fluoro-2-(2,2,2-trifluoroethoxy)phenyl]-2,3-dihydro-1H-pyrrolo[3,4-c]pyridin-1-one